ClC1=C(C=CC=C1)C=1C(N(C(N(C1)CC(N1CCC(CC1)N1C(NC2=C(CC1)C=CC=C2)=O)=O)=O)C)=O 5-(2-chloro-phenyl)-3-methyl-1-{2-oxo-2-[4-(2-oxo-1,2,4,5-tetrahydro-benzo[d][1,3]diazepin-3-yl)-piperidin-1-yl]-ethyl}-1H-pyrimidin-2,4-dion